NC[C@@H](CS(=O)(=O)C1=CC=C(C(=C1S(=O)(=O)N)C=1N=NNN1)C=1C=NC(=CC1)N)O (S)-6-((3-amino-2-hydroxypropyl)sulfonyl)-3-(6-aminopyridin-3-yl)-2-(2H-tetrazol-5-yl)benzenesulfonamide